(Z)-3-(5-(5-(4-(4-(1-(4-hydroxyphenyl)-2-phenylbut-1-en-1-yl)phenoxy)butyl)hexahydro-pyrrolo[3,4-c]pyrrol-2(1H)-yl)-1-oxoisoindolin-2-yl)piperidine-2,6-dione OC1=CC=C(C=C1)/C(=C(\CC)/C1=CC=CC=C1)/C1=CC=C(OCCCCN2CC3C(C2)CN(C3)C=3C=C2CN(C(C2=CC3)=O)C3C(NC(CC3)=O)=O)C=C1